rac-tert-butyl 3-hydroxy-4-(pyridin-4-yl)pyrrolidine-1-carboxylate OC1CN(CC1C1=CC=NC=C1)C(=O)OC(C)(C)C